benzyl (S)-2-amino-3-(1H-pyrrolo[2,3-b]pyridin-3-yl)propanoate N[C@H](C(=O)OCC1=CC=CC=C1)CC1=CNC2=NC=CC=C21